The molecule is an organic sodium salt having 6-amino-2-(4-methylphenyl)-1,3-dioxo-2,3-dihydro-1H-benzo[de]isoquinoline-5-sulfonate as the counterion. It is used as the displacement dye in the yellowsolve I method for fibrin. It has a role as a histological dye. It contains a lissamine flavine FF(1-). CC1=CC=C(C=C1)N2C(=O)C3=CC=CC4=C3C(=CC(=C4N)S(=O)(=O)[O-])C2=O.[Na+]